C(CCC)N1N=C(C(=C1CC(C)C)O)C(C)C 1-n-Butyl-5-isobutyl-4-hydroxy-3-isopropyl-pyrazol